C1=C(C=CC=2OC3=C(C21)C=CC=C3)[C@@H](C)NC3=CN=C(N(C3=O)CC(=O)O)C3=CC=C(C=C3)C3(COC3)F (R)-2-(5-((1-(dibenzo[b,d]furan-2-yl)ethyl)amino)-2-(4-(3-fluorooxetan-3-yl)phenyl)-6-oxopyrimidin-1(6H)-yl)acetic acid